ClC1=CC=C(C=C1)NC(CC(CO)N1CCOC2(CCN(C2)C2=CC=C(C=C2)OC(F)(F)F)C1)=O N-(4-chlorophenyl)-4-hydroxy-3-{2-[4-(trifluoromethoxy)phenyl]-6-oxa-2,9-diazaspiro[4.5]dec-9-yl}butanamide